3-[5-[(tert-butoxycarbonyl)amino]-6-methylpyridin-2-yl]-6-fluoro-1H-indole-2-carboxylic acid C(C)(C)(C)OC(=O)NC=1C=CC(=NC1C)C1=C(NC2=CC(=CC=C12)F)C(=O)O